L-valine hydrochloride Cl.N[C@@H](C(C)C)C(=O)O